O1CCC12CN(C2)C(=O)C2CCN(CC2)C2=C(C=NC=C2)C2=NC=1N(C=C2F)N=C(C1C(=O)N)N (4-(4-(1-oxa-6-azaspiro[3.3]heptane-6-carbonyl)piperidin-1-yl)pyridin-3-yl)-2-amino-6-fluoropyrazolo[1,5-a]pyrimidine-3-carboxamide